FC1=C(C(=O)N)C=CC(=C1)C1=CN=C2N1C=C(C(=C2)C=2C=NN(C2)C2CCNCC2)C 2-fluoro-4-(6-methyl-7-(1-(piperidin-4-yl)-1H-pyrazol-4-yl)imidazo[1,2-a]pyridin-3-yl)benzamide